C1(CC1)C(=O)NC1=CC(=C(N=N1)C(=O)NC([2H])([2H])[2H])NC1=C(C(=CC(=C1)F)C1=NC=C(C=N1)C(C)(C)O)OC 6-(cyclopropanecarboxamido)-4-((5-fluoro-3-(5-(2-hydroxypropan-2-yl)pyrimidin-2-yl)-2-methoxyphenyl)amino)-N-(methyl-d3)pyridazine-3-carboxamide